BrC=1N(C=CN1)C 2-bromo-1-methyl-1H-imidazole